(2R,3S,4S)-4-hydroxy-2-[(4-methoxyphenyl)methyl]pyrrolidin-3-yl 2-methylpropanoate CC(C(=O)O[C@H]1[C@H](NC[C@@H]1O)CC1=CC=C(C=C1)OC)C